S(=O)(O)O.FC(S(=O)(=O)[Zn]S(=O)(=O)C(F)(F)F)(F)F bis(trifluoromethanesulfonyl)zinc sulphite